FC1=C(C(=CC=C1)C)NC=1N=C(N=NC1C(=O)N)NC=1C=C2CCN(CC2=CC1OC)C ((2-fluoro-6-methylphenyl)amino)-3-((7-methoxy-2-methyl-1,2,3,4-tetrahydroisoquinolin-6-yl)amino)-1,2,4-triazine-6-carboxamide